N-phenyl-6-(3,3,3-trifluoro-2,2-dihydroxypropanamido)hexanamide C1(=CC=CC=C1)NC(CCCCCNC(C(C(F)(F)F)(O)O)=O)=O